NC1=C(C=C(OC2C(NC3=C(O2)C=CC=N3)=O)C=C1)C(F)(F)F 4-amino-3-(trifluoromethyl)phenoxyl-4H-pyrido[3,2-b][1,4]oxazin-3-one